C(C)(C)(C)OC(=O)N1CC2(CC1)CN(CC2)C2=NC=NC=C2OC2=C(C=C(C=C2)F)CN2CCOCC2 7-(5-(4-fluoro-2-(morpholinomethyl)phenoxy)pyrimidin-4-yl)-2,7-diazaspiro[4.4]Nonane-2-carboxylic acid tert-butyl ester